tert-butyl (exo)-3-[(6-iodopyridazin-3-yl) (methyl) amino]-8-azabicyclo[3.2.1]Octane-8-carboxylate IC1=CC=C(N=N1)N(C1CC2CCC(C1)N2C(=O)OC(C)(C)C)C